FC(C=1C=C(C=C(C1)C(F)(F)F)C1(NC=C(C(=N1)NC1=CC=C2CCNCC2=C1)C=1C=NN(C1)CC(C)C)N)(F)F 2-(3,5-bis(trifluoromethyl)phenyl)-5-(1-isobutyl-1H-pyrazol-4-yl)-N4-(1,2,3,4-tetrahydroisoquinolin-7-yl)pyrimidine-2,4-diamine